CO[C@H]([C@H](C(=O)N[C@H](C(=O)OC)CC1=CC=CC=C1)C)[C@H]1N(CCC1)C(=O)OC(C)(C)C tert-butyl (S)-2-((1R,2R)-1-methoxy-3-(((S)-1-methoxy-1-oxo-3-phenylpropan-2-yl)amino)-2-methyl-3-oxopropyl)pyrrolidine-1-carboxylate